methyl 6-(N-tert-butoxycarbonyl-S-methyl-sulfonimidoyl)pyridazine-3-carboxylate C(C)(C)(C)OC(=O)N=S(=O)(C)C1=CC=C(N=N1)C(=O)OC